C(C)(=O)OCC(CO)NC(=O)C(CC(=O)O)N 3-{[1-(acetyloxy)-3-hydroxypropan-2-yl]carbamoyl}-3-aminopropanoic acid